C(C(C)C)C=1C=CC(=C(C1)N1CCN(CC1)CC1=NC2=C(N1C)C=CC=C2)C=2N=NNN2 2-[[4-[5-isobutyl-2-(2H-tetrazol-5-yl)phenyl]piperazin-1-yl]methyl]-1-methyl-benzimidazole